trifluoroacetyldiethyl-Amine FC(C(=O)N(CC)CC)(F)F